C(N)(=O)C1=CC=CC=2NC(=NC21)C2=C(C=C(C=C2)NC=2N=CC1=C(N2)N(C(=C1)C(=O)N(C)C)C1CCCC1)OC 2-((4-(4-carbamoyl-1H-benzo[d]imidazol-2-yl)-3-methoxyphenyl)amino)-7-cyclopentyl-N,N-dimethyl-7H-pyrrolo[2,3-d]pyrimidine-6-carboxamide